Cl.N1=CSC=2CNCCC21 4H,5H,6H,7H-[1,3]thiazolo[5,4-c]pyridine hydrochloride